3-(5-(7-(((naphthalen-1-ylmeth-yl)amino)methyl)imidazo[1,5-a]pyridin-5-yl)-1-oxoisoindolin-2-yl)piperidine-2,6-dione C1(=CC=CC2=CC=CC=C12)CNCC1=CC=2N(C(=C1)C=1C=C3CN(C(C3=CC1)=O)C1C(NC(CC1)=O)=O)C=NC2